FC(C1=CC=C(C=C1)NC(=O)N1CC(CC1)CNC(OC(C)(C)C)=O)(F)F tert-butyl ((1-((4-(trifluoromethyl)phenyl)carbamoyl)pyrrolidin-3-yl)methyl)carbamate